2-(((1r,4S)-4-((2-((4-cyano-2-fluorophenoxy)methyl)pyrimidin-4-yl)oxy)cyclohexyl)methyl)-1-(((S)-oxetan-2-yl)methyl)-1H-benzo[d]imidazole-6-carboxylic acid C(#N)C1=CC(=C(OCC2=NC=CC(=N2)OC2CCC(CC2)CC2=NC3=C(N2C[C@H]2OCC2)C=C(C=C3)C(=O)O)C=C1)F